Methyl 3-(6,7-dimethoxy-3-oxo-1,3-dihydro-2H-benzo[4,5]thieno[2,3-c]pyrrol-2-yl)propanoate COC1=CC2=C(C3=C(C(N(C3)CCC(=O)OC)=O)S2)C=C1OC